ClC1=CC=C2C(=CC(=NC2=C1Cl)N1[C@@H](CCC1)COCCC(=O)O)N1C=NC(=C1)C (S)-3-((1-(7,8-dichloro-4-(4-methyl-1H-imidazol-1-yl)quinolin-2-yl)pyrrolidin-2-yl)methoxy)propanoic acid